indol-1-yl-benzamide N1(C=CC2=CC=CC=C12)C1=C(C(=O)N)C=CC=C1